BrC=1C=C2C=NN(C(C2=CC1)=O)CC1=C(C(=O)OC)C=CC=C1 methyl 2-((6-bromo-1-oxophthalazin-2(1H)-yl)methyl)benzoate